FC([C@@H](CCCCC1=NC=2NCCCC2C=C1)N([C@@H]1CN(CC1)[C@@H](C(=O)O)C1=C(C(=CC(=C1)C(C)C)F)OC)C)F (R)-2-((S)-3-(((R)-1,1-difluoro-6-(5,6,7,8-tetrahydro-1,8-naphthyridin-2-yl)hexan-2-yl)(methyl)amino)pyrrolidin-1-yl)-2-(3-fluoro-5-isopropyl-2-methoxyphenyl)acetic acid